(4-([1,1'-biphenyl]-4-yl)piperazin-1-yl)(1,4-diazabicyclo[3.2.2]non-4-yl)methanone C1(=CC=C(C=C1)N1CCN(CC1)C(=O)N1CCN2CCC1CC2)C2=CC=CC=C2